C(C)OC(NC1CCN(CC1)C1=C(C=C(C=C1)N(CC1=CC=CC=C1)S(=O)(=O)C1=CC=CC=C1)C#N)=O 1-(4-(N-Benzylphenylsulfonylamino)-2-cyanophenyl)piperidin-4-ylcarbamic acid ethyl ester